2-(1-(2,6-dioxapiperidin-3-yl)-2-oxospiro[indolin-3,3'-pyrrolidin]-1'-yl)acetic acid N1OC(CCO1)N1C(C2(CN(CC2)CC(=O)O)C2=CC=CC=C12)=O